3-(4-(trimethylsilyl)-1H-1,2,3-triazol-1-yl)propan-1-ol C[Si](C=1N=NN(C1)CCCO)(C)C